ClC=1C=C(C(=NC1)OC)S(=O)(=O)NC1=CC(=C(C=C1)F)C1=CC2=C(N=C(N=C2)NC)N2C1=NN=C2 5-chloro-N-(4-fluoro-3-(2-(methylamino)-[1,2,4]triazolo[4',3':1,6]pyrido[2,3-d]pyrimidin-6-yl)phenyl)-2-methoxypyridine-3-sulfonamide